C(C1=CC=CC=C1)OC=1C(=CC(=C(C1)C=1N=NN(N1)C1=CC=C(CCN2CC3=CC(=C(C=C3CC2)OC)OC)C=C1)[N+](=O)[O-])OC 2-(4-(5-(5-(Benzyloxy)-4-methoxy-2-nitrophenyl)-2H-tetrazol-2-yl)phenethyl)-6,7-dimethoxy-1,2,3,4-tetrahydroisoquinoline